4-acetyl-N-((3-methylpyridin-2-yl)methyl)-1H-pyrrole-2-carboxamide C(C)(=O)C=1C=C(NC1)C(=O)NCC1=NC=CC=C1C